2-(2-fluoro-4,5-dimethyl-phenyl)-4-[[5-(4-hydroxy-1-piperidyl)-2-pyridyl]amino]-6H-1,6-naphthyridin-5-one FC1=C(C=C(C(=C1)C)C)C1=NC=2C=CNC(C2C(=C1)NC1=NC=C(C=C1)N1CCC(CC1)O)=O